FC(C(=O)NN)CCN1CC(CC1)C1=CNC2=CC(=CC=C12)F 2-fluoro-4-(3-(6-fluoro-1H-indol-3-yl)pyrrolidin-1-yl)butyric acid hydrazide